C1(=CC=CC=C1)N1C2=CC=CC=C2C=2C=C(C=CC12)B(O)O (9-phenyl-9H-carbazol-3-yl)boronic acid